C(C)N1N=C(C(=C1)C1=C(C=CC=C1)[C@H]1C2=C(CN(C1)C(\C=C\CF)=O)SC(=C2)C#N)C(F)(F)F (S,E)-4-(2-(1-ethyl-3-(trifluoromethyl)-1H-pyrazol-4-yl)phenyl)-6-(4-fluorobut-2-enoyl)-4,5,6,7-tetrahydrothieno[2,3-c]pyridine-2-carbonitrile